tert-butyl 3-((6-bromo-5-chloropyridin-3-yl)methyl)-2-oxo-2,3-dihydro-1H-benzo[d]imidazole-1-carboxylate BrC1=C(C=C(C=N1)CN1C(N(C2=C1C=CC=C2)C(=O)OC(C)(C)C)=O)Cl